N-[[6-[(E)-But-2-enoxy]-2-pyridyl]sulfonyl]-2-(2,2,4-trimethylpyrrolidin-1-yl)pyridin-3-carboxamid C(\C=C\C)OC1=CC=CC(=N1)S(=O)(=O)NC(=O)C=1C(=NC=CC1)N1C(CC(C1)C)(C)C